C(C)(=O)ON(CCN(OC(C)=O)OC(C)=O)OC(C)=O.[Ca].[Na].[Na] disodium calcium ethylenediamine tetraacetate